methyl 1-acetyl-3-[(2S)-2-{[(tert-butoxy)carbonyl]amino}-5-(2-nitro-1H-imidazol-1-yl)pentanamido]pyrrolidine-3-carboxylate C(C)(=O)N1CC(CC1)(C(=O)OC)NC([C@H](CCCN1C(=NC=C1)[N+](=O)[O-])NC(=O)OC(C)(C)C)=O